(6-(4-chlorophenyl)-2-(pyridin-3-yl)pyrimidin-4-yl)pyrrolidine-3-carbonitrile ClC1=CC=C(C=C1)C1=CC(=NC(=N1)C=1C=NC=CC1)N1CC(CC1)C#N